(R*)-(7-fluoro-2,2-dimethylchroman-4-yl)methanesulfonamide FC1=CC=C2[C@@H](CC(OC2=C1)(C)C)CS(=O)(=O)N |o1:5|